methyl O-(tert-butyldiphenylsilyl)-L-allothreoninate [Si](C1=CC=CC=C1)(C1=CC=CC=C1)(C(C)(C)C)O[C@H]([C@H](N)C(=O)OC)C